FC(C=1C=C(OC2(NN=CC=C2)C2=CC=CC=C2CN[C@H](C)C(=O)O)C=CC1)(F)F.OC1=C(C=CC(=C1)O)C(C)(C)C1=C(C=C(C=C1)O)O bis(2,4-dihydroxyphenyl)propane 3-[3-(trifluoromethyl)phenoxy]Pyridazinebenzyl-D-alaninate